OC(C(=O)C1=CC=C(C=C1)OCCO)(C)C 2-hydroxy-4'-(2-hydroxy-ethoxy)-2-methylpropiophenone